3-(1'-((1-methyl-1H-indazol-3-yl)methyl)-6-oxo-6,8-dihydro-2H,7H-spiro[furo[2,3-e]isoindole-3,4'-piperidin]-7-yl)piperidine-2,6-dione CN1N=C(C2=CC=CC=C12)CN1CCC2(CC1)COC1=C3CN(C(C3=CC=C12)=O)C1C(NC(CC1)=O)=O